(S)-quinuclidin-3-yl (5-(2-(trifluoromethyl)phenyl)-2,3-dihydro-1H-inden-1-yl)carbamate FC(C1=C(C=CC=C1)C=1C=C2CCC(C2=CC1)NC(O[C@@H]1CN2CCC1CC2)=O)(F)F